BrC=1C=C2C(N(C=NC2=CC1)C)=O 6-bromo-3-methyl-quinazolin-4(3H)-one